COC([C@H](C[C@H]1C(NCCC1)=O)NC([C@H](CC(C)(C)C)NC(=O)OC(C)(C)C)=O)=O (S)-methyl-2-((S)-2-((tert-butoxycarbonyl)amino)-4,4-dimethylpentanamido)-3-((S)-2-oxopiperidin-3-yl)propanoate